1-[4-[(R)-amino(4,5-dichloro-2-hydroxyphenyl)methyl]piperidin-1-yl]-2,3-dihydroxy-2-methylpropan-1-one N[C@H](C1CCN(CC1)C(C(CO)(C)O)=O)C1=C(C=C(C(=C1)Cl)Cl)O